2-chloro-6,7-difluoro-3-quinolinecarboxaldehyde ClC1=NC2=CC(=C(C=C2C=C1C=O)F)F